C1(=CC=CC=C1)N1C2=C(C=3C=C(C=CC13)C1=CC=C(C=C1)NC1=CC=C(C=C1)C1=CC=CC=C1)C=NC=C2 N-(4-(5-phenyl-5H-pyrido[4,3-b]indol-8-yl)phenyl)-[1,1'-biphenyl]-4-amine